(R)-1-((7-cyano-2-(2,2'-dimethyl-3'-(7-(pyrrolidin-1-ylmethyl)pyrido[3,2-d]pyrimidin-4-ylamino)biphenyl-3-yl)benzo[d]oxazol-5-yl)methyl)pyrrolidine-3-carboxylic acid C(#N)C1=CC(=CC=2N=C(OC21)C=2C(=C(C=CC2)C2=C(C(=CC=C2)NC=2C1=C(N=CN2)C=C(C=N1)CN1CCCC1)C)C)CN1C[C@@H](CC1)C(=O)O